(R)-N-(1-(6-fluoro-3-methyl-2-(4-methyltetrahydro-2H-pyran-4-yl)-4-oxo-3,4-dihydroquinazolin-8-yl)ethylidene)-2-methylpropane-2-sulfinamide FC=1C=C2C(N(C(=NC2=C(C1)C(C)=N[S@](=O)C(C)(C)C)C1(CCOCC1)C)C)=O